C(C)(C)(C)OC(=O)N[C@@H](CCC(=O)OCC)C ethyl (R)-4-((t-butoxycarbonyl)amino)pentanoate